COC(C)(C)C1CC=C(CC1)C 4-(2-methoxy-2-propanyl)-1-methylcyclohexene